1-(1-(4-chlorophenyl)-2,4-diphenyl-1H-imidazol-5-yl)ethane-1-one ClC1=CC=C(C=C1)N1C(=NC(=C1C(C)=O)C1=CC=CC=C1)C1=CC=CC=C1